NC=1C=C(C=CC1)C1(CC(C1)CC#N)C1=NN=CN1C 2-[(1S,3S)-3-(3-aminophenyl)-3-(4-methyl-1,2,4-triazol-3-yl)cyclobutyl]acetonitrile